5,5'-(thiobis(propane-3,1-diyl))bis(1,3-bis(3-mercaptopropyl)-1,3,5-triazinane-2,4,6-trione) S(CCCN1C(N(C(N(C1=O)CCCS)=O)CCCS)=O)CCCN1C(N(C(N(C1=O)CCCS)=O)CCCS)=O